C1(CCC1)CNCC=1NC2=CC(=CC=C2C1)CN1N=NC(=C1)C1=C2C=NNC2=CC(=C1)CN(C)C 1-(4-(1-((2-(((cyclobutylmethyl)amino)methyl)-1H-indol-6-yl)methyl)-1H-1,2,3-Triazol-4-yl)-1H-indazol-6-yl)-N,N-dimethylmethylamine